(Z)-3-((1H-pyrrol-2-yl)methylene)-5-((5-fluoro-2-(trifluoromethyl)benzyl)amino)indolin-2-one N1C(=CC=C1)\C=C\1/C(NC2=CC=C(C=C12)NCC1=C(C=CC(=C1)F)C(F)(F)F)=O